(1R,4S)-1-methyl-4-(prop-1-en-2-yl)cyclohex-2-enol C[C@@]1(C=C[C@H](CC1)C(=C)C)O